The molecule is an amino acid zwitterion of L-homocitrulline arising from transfer of a proton from the carboxy to the amino group; major species at pH 7.3. It has a role as a human metabolite and a mouse metabolite. It is a tautomer of a L-homocitrulline. C(CCNC(=O)N)C[C@@H](C(=O)[O-])[NH3+]